FC(C=1C=C(C=CC1)C1=CC=C(O1)C=C1C(C2=CC=CC=C2C1)=O)(F)F 2,3-Dihydro-2-[[5-[3-(trifluoromethyl)phenyl]-2-furanyl]methylene]-1H-inden-1-one